2-(2-(4-(benzyloxy)phenoxy)ethoxy)-N,N-dimethylethylamine C(C1=CC=CC=C1)OC1=CC=C(OCCOCCN(C)C)C=C1